9,9-bis(4-hydroxyphenyl)-2,7-di(1-pyrenyl)fluorene OC1=CC=C(C=C1)C1(C2=CC(=CC=C2C=2C=CC(=CC12)C1=CC=C2C=CC3=CC=CC4=CC=C1C2=C34)C3=CC=C4C=CC2=CC=CC1=CC=C3C4=C21)C2=CC=C(C=C2)O